2,2-dimethyl-1-[(3S)-3-(6-methylpyridin-3-yl)-1,2-oxazolidin-2-yl]propan-1-one CC(C(=O)N1OCC[C@H]1C=1C=NC(=CC1)C)(C)C